COC(=O)C1=CC=C2C=C(NC2=C1)CN(CC1CCC1)C(=O)OC(C)(C)C 2-[[tert-Butoxycarbonyl-(cyclobutylmethyl)amino]methyl]-1H-indole-6-carboxylic acid methyl ester